2-chloro-N-(3-(3-nitro-4-(1-oxo-1,2,3,4-tetrahydroisoquinolin-6-yl)-1H-pyrazol-1-yl)phenyl)acetamide ClCC(=O)NC1=CC(=CC=C1)N1N=C(C(=C1)C=1C=C2CCNC(C2=CC1)=O)[N+](=O)[O-]